O=C1CCC=2C=CC=C(C12)C#N 3-oxo-2,3-dihydro-1H-indene-4-carbonitrile